5-METHOXYCARBONYL-1H-INDOLE-2-BORONIC ACID COC(=O)C=1C=C2C=C(NC2=CC1)B(O)O